5-(4-(4-(2,6-difluorobenzyl)-5-oxo-4,5-dihydro-1H-1,2,4-triazol-1-yl)-2-fluorophenoxy)thiazole-4-carbaldehyde FC1=C(CN2C=NN(C2=O)C2=CC(=C(OC3=C(N=CS3)C=O)C=C2)F)C(=CC=C1)F